2-(1-acryloyl-4-(8-chloro-7-(2,3-dihydrobenzo[b][1,4]dioxin-5-yl)-4-(3-(dimethylamino)-azetidin-1-yl)-6-fluoro-1H-imidazo[4,5-c]quinolin-1-yl)piperidin-2-yl)acetonitrile C(C=C)(=O)N1C(CC(CC1)N1C=NC=2C(=NC=3C(=C(C(=CC3C21)Cl)C2=CC=CC=1OCCOC12)F)N1CC(C1)N(C)C)CC#N